3-[[(3R,4R)-4-[4-Chloro-2-(5-fluoro-2-pyridyl)-1H-imidazol-5-yl]-3-methyl-1-piperidyl]sulfonyl]-1-[(3S)-3-methoxypyrrolidin-1-yl]propan-1-one ClC=1N=C(NC1[C@H]1[C@H](CN(CC1)S(=O)(=O)CCC(=O)N1C[C@H](CC1)OC)C)C1=NC=C(C=C1)F